FC1(C(CNC1)NC1=NC(=CC=C1)C1=CN=C2N1N=C(C=C2)C=2C=NN1N=CC=CC12)F N-(4,4-difluoropyrrolidin-3-yl)-6-(6-(pyrazolo[1,5-b]pyridazin-3-yl)imidazo[1,2-b]pyridazin-3-yl)pyridin-2-amine